CC(O)C1CCCCC1 Methylcyclohexylcarbinol